C(C)OC(C)OCC(C)N 1-(1-ethoxyethoxy)-propan-2-amine